(2S)-4-(2-Chloro-6-((5-Chloro-1-(methoxycarbonyl)-7-methyl-1,2,3,4-tetrahydronaphthalen-1-yl) methyl)-5-nitropyrimidin-4-yl)-2-(cyanomethyl)piperazine-1-carboxylate ClC1=NC(=C(C(=N1)N1C[C@@H](N(CC1)C(=O)[O-])CC#N)[N+](=O)[O-])CC1(CCCC2=C(C=C(C=C12)C)Cl)C(=O)OC